4-((Triisopropylsilyl)ethynyl)-1H-pyrrolo[2,3-b]pyridine-5-carboxamide C(C)(C)[Si](C(C)C)(C(C)C)C#CC1=C2C(=NC=C1C(=O)N)NC=C2